4-(5-(4-nitrophenyl)-3-(trifluoromethyl)-1H-pyrazol-1-yl)benzenesulfonamide [N+](=O)([O-])C1=CC=C(C=C1)C1=CC(=NN1C1=CC=C(C=C1)S(=O)(=O)N)C(F)(F)F